N-[5-[[5-(cyclopropylmethoxy)pyridin-2-yl]carbamoyl]-4-fluoro-2-methylphenyl]-2-methyl-1,3-thiazole-5-carboxamide C1(CC1)COC=1C=CC(=NC1)NC(=O)C=1C(=CC(=C(C1)NC(=O)C1=CN=C(S1)C)C)F